ClC=1C2=C(N=C(N1)N)N(N=N2)CC2=NC(=CC=C2)C2(CCC2)O 7-chloro-3-{6-[1-hydroxy-1-cyclobutyl]pyridin-2-ylmethyl}-3H-[1,2,3]triazolo[4,5-d]pyrimidin-5-ylamine